C(#N)C1(CC1)C(=O)N1C(C2=CC=C(C=C2C1)S(=O)(=O)C)C(=O)NC1=C(C=C(C=C1)C(C(F)(F)F)(C(F)(F)F)O)F 2-[(1-cyanocyclopropyl)carbonyl]-N-[2-fluoro-4-(1,1,1,3,3,3-hexafluoro-2-hydroxypropan-2-yl)phenyl]-5-(methylsulfonyl)-2,3-dihydro-1H-isoindole-1-carboxamide